C(=C)N1CC=CC=C1 1-Vinylpyridin